(2R,3R,4S,5R)-2-(6-amino-9H-purin-9-yl)-5-((((1r,3S)-3-(2-(5-(tert-butyl)-1H-benzo[d]imidazol-2-yl)ethyl)cyclobutyl)(isopropyl)amino)methyl)tetrahydrofuran-3,4-diol trihydrate O.O.O.NC1=C2N=CN(C2=NC=N1)[C@@H]1O[C@@H]([C@H]([C@H]1O)O)CN(C(C)C)C1CC(C1)CCC1=NC2=C(N1)C=CC(=C2)C(C)(C)C